N,N,N'-trimethyl-1,4-diaminobutane CN(CCCCNC)C